C1(=CC=CC=2C3=CC=CC=C3NC12)C=1C=C(C#N)C=CC1C1=CC=CC=2C3=CC=CC=C3NC12 3,4-dicarbazolylbenzonitrile